NC1=C(C=C(C=C1)C1=CC(=C(C=C1)NC(COCCOCCBr)=O)C)C N-(4'-amino-3,3'-dimethyl-[1,1'-biphenyl]-4-yl)-2-(2-(2-bromoethoxy)ethoxy)acetamide